C(C)(=O)N1CC2(C1)C=C(C(C(C2)(C)C)=O)C#N 2-acetyl-8,8-dimethyl-7-oxo-2-azaspiro[3.5]non-5-ene-6-carbonitrile